1-((2-methylpyrrolidin-1-yl)sulfonyl)-1H-imidazole CC1N(CCC1)S(=O)(=O)N1C=NC=C1